5-(2-((3-ethyl-2,4-dioxo-1,2,3,4-tetrahydroquinazolin-7-yl)methyl)-2,6-diazaspiro[3.4]octan-6-yl)-N-methylpicolinamide C(C)N1C(NC2=CC(=CC=C2C1=O)CN1CC2(C1)CN(CC2)C=2C=CC(=NC2)C(=O)NC)=O